(2s)-2-amino-4-[3-[5-(2,4-dichlorophenyl)-2-pyridyl]-4,4,4-trifluoro-3-hydroxy-butyl]sulfonyl-butanoic acid N[C@H](C(=O)O)CCS(=O)(=O)CCC(C(F)(F)F)(O)C1=NC=C(C=C1)C1=C(C=C(C=C1)Cl)Cl